3-chloro-5-((4-((di-ethylamino)methyl)phenylimino)methyl)phenyl 4-methylbenzoate CC1=CC=C(C(=O)OC2=CC(=CC(=C2)C=NC2=CC=C(C=C2)CN(CC)CC)Cl)C=C1